3-methyl-(1,1'-biphenyl) CC=1C=C(C=CC1)C1=CC=CC=C1